methyl-N-(tert-butoxycarbonyl)-O-(1,3-dimethyl-6-nitro-2-oxo-2,3-dihydro-1H-benzo[d]imidazol-5-yl)-L-serine CN([C@@H](COC1=CC2=C(N(C(N2C)=O)C)C=C1[N+](=O)[O-])C(=O)O)C(=O)OC(C)(C)C